ClC1=CC=C(C=C1)C1=NN=C(O1)[C@H](CCCNC(CF)=N)NC(C1=C(C=CC=C1OC)OC)=O (S)-N-(1-(5-(4-Chlorophenyl)-1,3,4-oxadiazol-2-yl)-4-(2-fluoroacetimidamido)butyl)-2,6-dimethoxybenzamide